isobutene C=C(C)C